(3R)-(-)-linalool C=CC(O)(C)CCC=C(C)C